2-(2,4-dioxo-1,4-dihydroquinazolin-3(2H)-yl)-N-(1-(1-methyl-1H-pyrazol-4-yl)ethyl)acetamide O=C1NC2=CC=CC=C2C(N1CC(=O)NC(C)C=1C=NN(C1)C)=O